racemic-allyl alcohol C(C=C)O